C(CCCCC(=O)O)(=O)O.C(=O)(O)C(CCCCC)(O)O carboxyl-hexanediol adipate